FC(C(C(C(C(=O)[O-])(F)F)(F)F)(F)F)(F)F nonafluorobutanecarboxylate